7-(cyclopropylsulfonylamino)-N-(3-(1-isopropyl-1H-pyrazol-4-yl)pyridin-4-yl)quinazoline-2-carboxamide C1(CC1)S(=O)(=O)NC1=CC=C2C=NC(=NC2=C1)C(=O)NC1=C(C=NC=C1)C=1C=NN(C1)C(C)C